(8S,9S,10R,13S,14S,17S)-17-[(E)-N-hydroxy-C-methyl-carbonimidoyl]-10,13-dimethyl-1,2,6,7,8,9,11,12,14,15,16,17-dodecahydrocyclopenta[a]phenanthren-3-one O\N=C(/C)\[C@H]1CC[C@H]2[C@@H]3CCC4=CC(CC[C@@]4([C@H]3CC[C@]12C)C)=O